(2S,4R)-1-(2-(3-acetyl-5-(2-methylpyrimidin-5-yl)-1H-indazol-1-yl)acetyl)-4-fluoro-N-(2-fluoro-3'-(methylsulfonyl)-[1,1'-biphenyl]-3-yl)pyrrolidine-2-carboxamide C(C)(=O)C1=NN(C2=CC=C(C=C12)C=1C=NC(=NC1)C)CC(=O)N1[C@@H](C[C@H](C1)F)C(=O)NC=1C(=C(C=CC1)C1=CC(=CC=C1)S(=O)(=O)C)F